4-fluoro-5-((5-(3-(6-methylpyridin-2-yl)cyclopentyl)-1H-pyrazol-3-yl)amino)-1,3-dihydrobenzo[c]isothiazole 2,2-dioxide FC1=C(C=CC=2NS(CC21)(=O)=O)NC2=NNC(=C2)C2CC(CC2)C2=NC(=CC=C2)C